7-bromo-8-fluoro-3-isopropylquinoxalin-2(1H)-one BrC1=CC=C2N=C(C(NC2=C1F)=O)C(C)C